sodium (Z)-2-(methoxycarbonyl)-3-phenylprop-2-en-1-sulfonate COC(=O)/C(/CS(=O)(=O)[O-])=C/C1=CC=CC=C1.[Na+]